(4-cyclohexylsulfonyl-phenyl)diphenylsulfonium C1(CCCCC1)S(=O)(=O)C1=CC=C(C=C1)[S+](C1=CC=CC=C1)C1=CC=CC=C1